CC=1N=CN(C1)C=1C=C(C(=NC1)C=1SC=2N=C(SC2N1)N(C1CCNCC1)C)O 5-(4-methyl-1H-imidazol-1-yl)-2-{5-[methyl(piperidin-4-yl)amino][1,3]thiazolo[5,4-d][1,3]thiazol-2-yl}pyridin-3-ol